2-amino-5-{(3R)-1-[cyclopropyl(1H-imidazol-2-yl)methyl]-5',6'-dihydrospiro[pyrrolidine-3,4'-pyrrolo[1,2-b]pyrazol]-2'-yl}nicotinonitrile NC1=C(C#N)C=C(C=N1)C=1C=C2N(N1)CC[C@]21CN(CC1)C(C=1NC=CN1)C1CC1